O1CC(C1)N1C(N(CC1)C1CN(CCC1)C=1N=NC(=CN1)C(=O)N)=O 3-(3-(3-(oxetan-3-yl)-2-oxoimidazolidin-1-yl)piperidin-1-yl)-1,2,4-triazine-6-carboxamide